N-Cyclopropyl-N-(3-((6-(1-methyl-1H-pyrazol-4-yl)pyrazolo[1,5-a]pyrazin-4-yl)oxy)cyclobutyl)acrylamide C1(CC1)N(C(C=C)=O)C1CC(C1)OC=1C=2N(C=C(N1)C=1C=NN(C1)C)N=CC2